2-((1-(tert-butyl)-1H-pyrazol-4-yl)amino)-4-((cyclopent-3-en-1-ylmethyl)amino)pyrimidin-5-carboxamide C(C)(C)(C)N1N=CC(=C1)NC1=NC=C(C(=N1)NCC1CC=CC1)C(=O)N